2-(hydroxyimino)-3-(4-hydroxyphenyl)propionamide ON=C(C(=O)N)CC1=CC=C(C=C1)O